2-(4-(5-chloro-2-(1H-tetrazol-1-yl)phenyl)-2,5-dioxopiperazin-1-yl)-3-phenyl-N-(6-(trifluoromethyl)pyridin-3-yl)propanamide ClC=1C=CC(=C(C1)N1CC(N(CC1=O)C(C(=O)NC=1C=NC(=CC1)C(F)(F)F)CC1=CC=CC=C1)=O)N1N=NN=C1